4-(2,3-Dichloro-6-hydroxyphenyl)-1-(2-azaspiro[3.3]heptane-6-yl)pyrrolidin-2-one ClC1=C(C(=CC=C1Cl)O)C1CC(N(C1)C1CC2(CNC2)C1)=O